(S)-3-((t-butyldimethylsilyl)oxy)-1-(5-(3,5-dimethylisoxazol-4-yl)-1-((R)-1-methylpyrrolidin-3-yl)-1H-benzo[d]imidazol-2-yl)propylcarbamate [Si](C)(C)(C(C)(C)C)OCC[C@@H](C1=NC2=C(N1[C@H]1CN(CC1)C)C=CC(=C2)C=2C(=NOC2C)C)NC([O-])=O